3-hydroxy benzoate C1=CC(=CC(=C1)O)C(=O)O